C(C)N1C2=C([C@@H]([C@@H](C1=O)NC(C1=CC(=CC=C1)C(F)(F)F)=O)C1=CN=CS1)C(=NN2C2=CC=CC=C2)C N-[(4S,5S)-7-ethyl-3-methyl-6-oxo-1-phenyl-4-(1,3-thiazol-5-yl)-1H,4H,5H,6H,7H-pyrazolo[3,4-b]pyridin-5-yl]-3-(trifluoromethyl)benzamide